N[C@@H](C(=O)N1CCN(CC1)CC1=C(C=CC=C1F)OCC)C1CCN(CC1)CCC1=C(C=CC(=C1)Cl)C1=C(C=CC=C1)N (R)-2-amino-2-(1-(2-(2'-amino-4-chloro-[1,1'-biphenyl]-2-yl)ethyl)piperidin-4-yl)-1-(4-(2-ethoxy-6-fluorobenzyl)piperazin-1-yl)ethan-1-one